BrC1CCC=2N=C(N=CC21)Cl 5-bromo-2-chloro-6,7-dihydro-5H-cyclopenta[d]pyrimidine